C(C)C1=C(C=CC=C1)[C@H]1N(CCC1)C(=O)OC(C)(C)C tert-butyl (2S)-2-(2-ethylphenyl)pyrrolidine-1-carboxylate